2,2-dimethyl-5-(neopentylthio)-4-oxopentanoate CC(C(=O)[O-])(CC(CSCC(C)(C)C)=O)C